N1=CC=CC2=CC=NC(=C12)N1CCCCC1 1-(1,7-naphthyridin-8-yl)piperidine